4-bromo-6-chloro-3-methoxy-pyridazine BrC1=C(N=NC(=C1)Cl)OC